C(C)OC(C(CCC(=O)C1=CC=C(C=C1)F)(F)F)=O difluoro-5-(4-fluorophenyl)-5-oxo-pentanoic acid ethyl ester